FC=1C=C(C=NC1)C1=NC=2N(C(=N1)N[C@@H]1CC=3C=CNC3CC1)N=CC2C(C)C 2-(5-fluoro-3-pyridinyl)-8-isopropyl-N-[(5S)-4,5,6,7-tetrahydro-1H-indol-5-yl]Pyrazolo[1,5-a][1,3,5]Triazin-4-amine